6-fluoro-1-oxo-2,3-dihydroindene-4-sulfonyl chloride FC=1C=C(C=2CCC(C2C1)=O)S(=O)(=O)Cl